FC(C(=O)O)(F)F.N1CC(C1)N1N=CC(=C1)C1=NC=C(C2=CC(=NC=C12)Cl)C(C)C 1-(1-(azetidin-3-yl)-1H-pyrazol-4-yl)-6-chloro-4-isopropyl-2,7-naphthyridine trifluoroacetate